ClC=1C(=NC(=NC1)NC=1C=C(C=NC1)N1C(C2(CC1)CCN(CC2)C(=O)OC(C)(C)C)=O)N2C[C@@H](CCC2)C(F)(F)F tert-butyl (R)-2-(5-((5-chloro-4-(3-(trifluoromethyl)piperidin-1-yl)pyrimidin-2-yl)amino)pyridin-3-yl)-1-oxo-2,8-diazaspiro[4.5]decane-8-carboxylate